methyl 4-oxotetrahydro-1H-pyrrolo[2,1-c][1,4]oxazine-8a(6H)-carboxylate O=C1N2C(COC1)(CCC2)C(=O)OC